OC(=O)C(F)(F)F.N1(N=NC=C1)C[C@@H]1C[C@H](CN1)N(C(=O)C=1OC(=CN1)C1=C(C=CC(=C1)C#N)OC1COC1)C1CC1 N-((3R,5S)-5-((1H-1,2,3-Triazol-1-yl)methyl)pyrrolidin-3-yl)-5-(5-cyano-2-(oxetan-3-yloxy)phenyl)-N-cyclopropyloxazole-2-carboxamide TFA salt